4-[[3-(dimethyl-carbamoyl)benzyl]amino]pyrimidin-5-carboxamide CN(C(=O)C=1C=C(CNC2=NC=NC=C2C(=O)N)C=CC1)C